2-(1,1-Difluoroethyl)-5-(difluoromethyl)imidazo[4,5-b]pyridin FC(C)(F)C=1NC=2C(=NC(=CC2)C(F)F)N1